tert-Butyl 4-(3-((3-(hexanoyloxy)propyl)(nonyl)amino)propanoyl)piperazine-1-carboxylate C(CCCCC)(=O)OCCCN(CCC(=O)N1CCN(CC1)C(=O)OC(C)(C)C)CCCCCCCCC